[2,2,4-trimethyl hexamethylene bis(2-carbamoyl oxy ethyl)] dimethacrylate C(C(=C)C)(=O)OCC(OC(N)=O)CC(CC(CCC(COC(C(=C)C)=O)OC(N)=O)C)(C)C